3,4'-diamino-ethyl-biphenyl NC=1C(=C(C=CC1)C1=CC=C(C=C1)N)CC